3-amino-6-bromo-4-[7-chloro-2-(oxan-2-yl)indazol-4-yl]-7-fluoro-1-(2-trimethylsilylethoxymethyl)quinolin-2-one NC=1C(N(C2=CC(=C(C=C2C1C=1C2=CN(N=C2C(=CC1)Cl)C1OCCCC1)Br)F)COCC[Si](C)(C)C)=O